C(#N)[C@H]1[C@@H](C1)C(=O)NC=1N=CC2=C(C=C(C=C2C1)N1C(OC=C1C)=O)NC(OC(C)(C)C)=O |r| (±)-tert-butyl N-[3-[[(trans)-2-cyanocyclopropanecarbonyl]amino]-6-(4-methyl-2-oxo-oxazol-3-yl)-8-isoquinolyl]carbamate